FC(C(=O)N1CC2(C1)CC(C2)OC=2C(=NC(=CC2)C)I)(F)F 2,2,2-trifluoro-1-(6-((2-iodo-6-methylpyridin-3-yl)oxy)-2-azaspiro[3.3]heptan-2-yl)ethan-1-one